P(=O)(OC[N+]1=C(C(=CC=C1)C1=CC(=NO1)CC=1C=NC(=CC1)OCC1=CC=C(C=C1)C#N)N)(O)[O-] (2-amino-3-(3-((6-((4-cyanobenzyl)oxy)pyridin-3-yl)methyl)isoxazol-5-yl)pyridin-1-ium-1-yl)methyl hydrogen phosphate